(2-benzyloxy-4-bromo-5-fluoro-phenyl)cyclobutanenitrile C(C1=CC=CC=C1)OC1=C(C=C(C(=C1)Br)F)C1(CCC1)C#N